5-bromo-2-(4-chlorobenzoyl)benzaldehyde BrC=1C=CC(=C(C=O)C1)C(C1=CC=C(C=C1)Cl)=O